C(C)(C)(C)OC(NC(C(=O)NS(=O)(=O)C)CC(C)(C)F)=O 4-fluoro-4-methyl-1-(methylsulfonylamino)-1-oxopent-2-ylcarbamic acid tert-butyl ester